furyl-1,2,4-triazole O1C(=CC=C1)C1=NNC=N1